C(C1=CC=CC=C1)N(C1=CC=C2CCC[C@@]3(CC4=NC(=CC(=C4CO3)Cl)OC[C@]34CCCN4C[C@@H](C3)F)C2=C1Br)CC1=CC=CC=C1 |&1:15| (RS)-N,N-dibenzyl-8-bromo-4'-chloro-2'-(((2R,7aS)-2-fluorotetrahydro-1H-pyrrolizin-7a(5H)-yl)methoxy)-3,4,5',8'-tetrahydro-2H-spiro[naphthalene-1,7'-pyrano[4,3-b]pyridin]-7-amine